FC1=C(NC=2C3=C(N=CN2)C=NC(=N3)N(C3CN(C3)C(C=C)=O)C)C=CC(=C1C)OC1=CC3=C(N(N=N3)C)C=C1 1-[3-[[4-[2-fluoro-3-methyl-4-(1-methylbenzotriazol-5-yl)oxy-anilino]pyrimido[5,4-d]pyrimidin-6-yl]-methyl-amino]azetidin-1-yl]prop-2-en-1-one